(R)-(1-methyl-1H-indol-5-yl)(8-methyl-3-(3-methyl-1,2,4-thiadiazol-5-yl)-5,6-dihydro-[1,2,4]triazolo[4,3-a]pyrazin-7(8H)-yl)methanone CN1C=CC2=CC(=CC=C12)C(=O)N1[C@@H](C=2N(CC1)C(=NN2)C2=NC(=NS2)C)C